(2S)-4-hydroxypyrrolidine-2-carboxylic acid [5-(1-octylnonyloxy)-5-oxo-pentyl] ester C(CCCCCCC)C(CCCCCCCC)OC(CCCCOC(=O)[C@H]1NCC(C1)O)=O